FC1=CC=C(C=C1)C(C)[N+]#[C-] 1-fluoro-4-(1-isocyanoethyl)benzene